P(O)(O)O.P(O)(O)O.C(C)(C)(C)C1=C(C(=CC(=C1)C(O)(C(CO)(CO)CO)C1=CC(=C(C(=C1)C(C)(C)C)C)C(C)(C)C)C(C)(C)C)C bis(2,6-di-tert-butyl-4-tolyl)pentaerythritol bisphosphite